4-(2-(4-Acetylpiperazin-1-yl)ethoxy)isoindolin C(C)(=O)N1CCN(CC1)CCOC1=C2CNCC2=CC=C1